C(CCC)NC(=O)NC=1C=C2C=C(C(=NC2=CC1)C1=C(C=CC=C1)OC)C1=C(C=CC=C1)F 1-butyl-3-(3-(2-fluorophenyl)-2-(2-methoxyphenyl)quinolin-6-yl)urea